L-4,4'-bis(dimethylamino)benzophenone CN(C1=CC=C(C(=O)C2=CC=C(C=C2)N(C)C)C=C1)C